C(C)(C)(C)OC(=O)N1[C@H](CCCCC1)C1=C(C=CC(=C1)Cl)C=O (R)-2-(5-chloro-2-formylphenyl)azepane-1-carboxylic acid tert-butyl ester